C(C)(C)(C)OC(=O)N1C(C2(CC1)CC(CC2)NS(=O)C(C)(C)C)CC2=CC=C(C=C2)Br (4-bromobenzyl)-7-((tert-butylsulfinyl)amino)-2-azaspiro[4.4]nonane-2-carboxylic acid tert-butyl ester